4-N,6-dimethylpyrimidine-2,4-diamine hydrochloride Cl.CNC1=NC(=NC(=C1)C)N